ClC1=CC=C(C=C1)NC(=O)N1[C@H](C[C@@H](C1)O)C(=O)O (2R,4S)-1-(4-chlorophenyl-carbamoyl)-4-hydroxypyrrolidine-2-carboxylic acid